2-hydroxy-5-(1,2,2-triphenyl-vinyl)benzaldehyde OC1=C(C=O)C=C(C=C1)C(=C(C1=CC=CC=C1)C1=CC=CC=C1)C1=CC=CC=C1